BrC1=C(C=C(C=C1)CN1[C@@H]2CO[C@H](C1)C2)F (1S,4S)-5-[(4-Bromo-3-fluoro-phenyl)methyl]-2-oxa-5-azabicyclo[2.2.1]heptane